N1CC(OCC1)C1=NN2C(NC=CC2=O)=C1 2-(morpholin-2-yl)pyrazolo[1,5-a]pyrimidin-7(4H)-one